[K].C(C)S ethanethiol potassium salt